CC([C@H]1CC([C@H]2C3=CCC4CC(CC[C@]4(C)[C@H]3C(C[C@]12C)O)O)O)O (24Z)-pregn-7-ene-3,11,15,20-tetrol